CP(O)(=O)CCC methyl-(n-propyl)phosphinic acid